5-[6-[(4S)-3,3-difluoro-4-[[4-(trifluoromethyl)-2-pyridyl]oxy]pyrrolidin-1-yl]-2-methyl-pyrimidin-4-yl]-1H-pyrimidine-2,4-dione FC1(CN(C[C@@H]1OC1=NC=CC(=C1)C(F)(F)F)C1=CC(=NC(=N1)C)C=1C(NC(NC1)=O)=O)F